Cl.ClC=1C=C2C(C(=CN(C2=CC1N1[C@H](CCC1)COC1=NC=CC=C1Cl)C1(CNC1)C)C(=O)OCC)=O ethyl 6-chloro-7-[(2R)-2-{[(3-chloropyridin-2-yl)oxy]methyl}pyrrolidin-1-yl]-1-(3-methylazetidin-3-yl)-4-oxo-1,4-dihydroquinoline-3-carboxylate HCl